N1C=CC=2C1=NC=C(C2)OC2=C(C(=O)O)C=CC(=C2)Br 2-((1H-pyrrolo[2,3-b]pyridin-5-yl)oxy)-4-bromobenzoic acid